sodium bis(trifluoromethanesulfonimide) [N-](S(=O)(=O)C(F)(F)F)S(=O)(=O)C(F)(F)F.[N-](S(=O)(=O)C(F)(F)F)S(=O)(=O)C(F)(F)F.[Na+].[Na+]